C(CCCCCCCCCCCCCCC)N1C(=C(C(C2=CC=C(C=C12)OCC)=O)OCC)C1=CC(=C(C=C1)OCC)OCC N-hexadecyl-2-(3,4-diethoxyphenyl)-3,7-diethoxyquinolin-4-one